4-(difluoromethoxy)-6-[(5'S,7a'R)-3'-oxo-5'-phenyltetrahydro-1H,3'H-spiro[piperidine-4,2'-pyrrolo[2,1-b][1,3]oxazol]-1-yl]pyridine-3-carbonitrile FC(OC1=C(C=NC(=C1)N1CCC2(C(N3[C@H](O2)CC[C@H]3C3=CC=CC=C3)=O)CC1)C#N)F